FC1(CNCCC1OC=1N=CC(=NC1)C(=O)NC=1C=C(C=2N(C1)C=C(N2)C)F)F 5-((3,3-difluoropiperidin-4-yl)oxy)-N-(8-fluoro-2-methylimidazo[1,2-a]pyridin-6-yl)pyrazine-2-carboxamide